N-(3-bromophenyl)-8-(4-(tert-butyl)-1H-imidazol-1-yl)-N-methyl-[1,2,4]triazolo[4,3-a]quinazolin-5-amine BrC=1C=C(C=CC1)N(C1=NC=2N(C3=CC(=CC=C13)N1C=NC(=C1)C(C)(C)C)C=NN2)C